COCCNC1=C(C=CC(=N1)C(=O)OC)[N+](=O)[O-] methyl 6-((2-methoxyethyl) amino)-5-nitropyridineformate